C(C)(C)(C)OC(=O)N1CC(CC1)C(CN1C=NC(=C1C(=O)OCC)C(F)(F)F)=O ethyl 1-(2-(1-(tert-butoxycarbonyl)pyrrolidin-3-yl)-2-oxoethyl)-4-(trifluoromethyl)-1H-imidazole-5-carboxylate